ethyl 5-fluoropyrazolo[1,5-a]pyridine-3-carboxylate FC1=CC=2N(C=C1)N=CC2C(=O)OCC